N-propylpropan-1-amine C(CC)NCCC